tetramethyl-4,4',4'',4'''-(2,3,7,8,12,13,17,18-octaphenylporphyrin-5,10,15,20-tetrayl)tetrabenzoate COC(C1=CC=C(C=C1)C=1C2=C(C(=C(N2)C(=C2C(=C(C(C(=C3C(=C(C(=C(C=4C(=C(C1N4)C4=CC=CC=C4)C4=CC=CC=C4)C4=CC=C(C(=O)OC)C=C4)N3)C3=CC=CC=C3)C3=CC=CC=C3)C3=CC=C(C(=O)OC)C=C3)=N2)C2=CC=CC=C2)C2=CC=CC=C2)C2=CC=C(C(=O)OC)C=C2)C2=CC=CC=C2)C2=CC=CC=C2)=O